O1CC(C1)NC1CC2=C(N=C(S2)C2=C(C(=O)N)C=CC=C2)CC1 (6-(oxetan-3-ylamino)-4,5,6,7-tetrahydrobenzo[d]thiazol-2-yl)benzamide